2-ethyl-toluene C(C)C1=C(C)C=CC=C1